3-(2-methyl-4-oxo-5-((4-(piperidin-1-ylmethyl)benzyl)oxy)quinazolin-3(4H)-yl)piperidine-2,6-dione CC1=NC2=CC=CC(=C2C(N1C1C(NC(CC1)=O)=O)=O)OCC1=CC=C(C=C1)CN1CCCCC1